1-Octyl-1-propylpiperidinium cyanid [C-]#N.C(CCCCCCC)[N+]1(CCCCC1)CCC